methylene-(3,5-di-t-butyl-4-hydroxyhydrocinnamate) C=C(C(=O)[O-])CC1=CC(=C(C(=C1)C(C)(C)C)O)C(C)(C)C